BrC1=NC(=CC2=C1OCCO2)I 5-bromo-7-iodo-2H,3H-[1,4]dioxino[2,3-c]pyridine